COC[C@@H](C)NC1=NC=CC(=C1)CN1C(N(C(C1(C)C)=O)C1=CC=C(C=C1)S(=O)(=O)C(F)(F)F)=O (R)-1-((2-((1-methoxypropan-2-yl)amino)pyridin-4-yl)methyl)-5,5-dimethyl-3-(4-((trifluoromethyl)sulfonyl)phenyl)imidazolidine-2,4-dione